1-(Imidazo[1,2-a]pyridin-3-ylmethyl)-3-methyl-N-(3-(trifluoromethyl)phenyl)indolin-6-carboxamid N=1C=C(N2C1C=CC=C2)CN2CC(C1=CC=C(C=C21)C(=O)NC2=CC(=CC=C2)C(F)(F)F)C